[C@@H]12OC[C@@H](N(C1)CCN1C(C(=C(C3=CC=CN=C13)O)C(=O)NC1CCC(CC1)C)=O)C2 1-(2-((1S,4S)-2-oxa-5-azabicyclo[2.2.1]heptan-5-yl)ethyl)-4-hydroxy-N-((1s,4R)-4-methylcyclohexyl)-2-oxo-1,2-dihydro-1,8-naphthyridine-3-carboxamide